ClC=1C=C2C(=CC1)NC(C21CCN(CC1)CCOC=1C=NC(=C(C1)C(F)(F)F)C(CO)O)=O 5-chloro-1'-(2-((6-(1,2-dihydroxyethyl)-5-(trifluoromethyl)pyridin-3-yl)oxy)ethyl)spiro[indoline-3,4'-piperidin]-2-one